NCC=1C=C(C=CC1)C=1C=C(C2=C(C(=CO2)COC2=C(C=CC=C2)CC(=O)O)C1)CN1CCOCC1 2-(2-((5-(3-(aminomethyl)phenyl)-7-(morpholinomethyl)benzofuran-3-yl)methoxy)phenyl)acetic acid